ClC=1C=C(C=C(C1)S(=O)(=O)C)NC(=O)C1=CN(C(=C1)C1=NC=C(C=C1)F)C N-(3-chloro-5-(methylsulfonyl)phenyl)-5-(5-fluoropyridin-2-yl)-1-methyl-1H-pyrrole-3-carboxamide